(3-cyanophenyl)-N-[(1S)-1,2-dimethylallyl]-3-(2,6-dimethyl-4-pyridinyl)pyrazolo[1,5-a]pyrimidine-5-carboxamide C(#N)C=1C=C(C=CC1)C1=NN2C(N=C(C=C2)C(=O)N[C@H](C(=C)C)C)=C1C1=CC(=NC(=C1)C)C